3-methyl-1-((2-(trimethylsilyl)ethoxy)methyl)-1H-1,2,4-triazole CC1=NN(C=N1)COCC[Si](C)(C)C